ClC1=C(C=CC=C1)[C@@H](C)OC(=O)NC=1C(=NOC1C1CCN(CC1)C1=CC=C(C=C1)OC(=O)C1CC1)C (4-{4-[4-({[(1R)-1-(2-chlorophenyl)ethoxy] carbonyl}amino)-3-methyl-1,2-oxazol-5-yl]piperidin-1-yl}phenyl)cyclopropane-1-carboxylate